C1(CC1)C1=C(C(=NO1)C1=C(C=CC=C1Cl)Cl)COC1CCN(CC1)C1=C(C=C(C=C1)C1=NN(C(=C1)C(=O)O)C)C 3-(4-(4-((5-cyclopropyl-3-(2,6-dichlorophenyl)isoxazol-4-yl)methoxy)piperidin-1-yl)-3-methylphenyl)-1-methyl-1H-pyrazole-5-carboxylic acid